N-(1-cyclopropyl-3-(2-(1,1-difluoroethyl)-6-methylpyrimidin-4-yl)-1H-pyrrolo[2,3-c]pyridin-5-yl)acetamide C1(CC1)N1C=C(C=2C1=CN=C(C2)NC(C)=O)C2=NC(=NC(=C2)C)C(C)(F)F